3-mercaptopropanesulfonate sodium [Na+].SCCCS(=O)(=O)[O-]